C1(CC1)C=1C=C(C=2N(C1)C=C(N2)CN2C(C1=CC=CC=C1C2=O)=O)N2C1(CC1)C(N(C2=O)C)=O 2-((6-cyclopropyl-8-(6-methyl-5,7-dioxo-4,6-diazaspiro[2.4]heptan-4-yl)imidazo[1,2-a]pyridin-2-yl)methyl)isoindoline-1,3-dione